2-chloro-4-fluoro-6-trifluoromethylquinoline ClC1=NC2=CC=C(C=C2C(=C1)F)C(F)(F)F